7-[4-(4-benzo[b]thiophen-4-yl-piperazin-1-yl)-butoxy]-1H-quinolin-2-one fumarate C(\C=C\C(=O)O)(=O)O.S1C2=C(C=C1)C(=CC=C2)N2CCN(CC2)CCCCOC2=CC=C1C=CC(NC1=C2)=O